C(C=C)C1=C(C(=CC=C1C#N)OC1=CC=C(C=C1)Cl)OC(C)=O Acetic acid 2-allyl-6-(4-chlorophenoxy)-3-cyanophenyl ester